N1=C(NCC1)C=1C=C(C=CC1)NC(=O)NC1=CC(=CC=C1)OC N-[3-(4,5-dihydro-3H-imidazol-2-yl)phenyl]-1-[(3-methoxyphenyl)amino]methanamide